C(C)(C)(C)OC(=O)N1[C@@H](C2=C(C=CC=C2CC1)OCCCC(=O)NC)CN1C(C2=CC=CC=C2C1=O)=O (S)-1-((1,3-dioxoisoindolin-2-yl)methyl)-8-(4-(methylamino)-4-oxobutoxy)-3,4-dihydroisoquinoline-2(1H)-carboxylic acid tert-butyl ester